3-(1-methyl-6-(4-(2-(piperazin-1-yl)propan-2-yl)piperidin-1-yl)-1H-indazol-3-yl)piperidine-2,6-dione CN1N=C(C2=CC=C(C=C12)N1CCC(CC1)C(C)(C)N1CCNCC1)C1C(NC(CC1)=O)=O